aza-indazoleamide N1N=C(C2=NC=CC=C12)C(=O)N